C(#N)C1=CC2=C(N=C(S2)N2CC(N(C(C2)C)C(=O)[O-])C)C=C1 4-(6-cyano-1,3-benzothiazol-2-yl)-2,6-dimethylpiperazine-1-carboxylate